C(C)(=O)[O-].OCC[NH2+]CCO bis(2-hydroxyethyl)ammonium acetate